3-bromo-8,9-dimethyl-7-(3-(6-methylpyridin-3-yl)-7,8-dihydro-1,6-naphthyridin-6(5H)-yl)-4H-pyrimido[1,2-b]pyridazin-4-one BrC1=CN=C2N(N=C(C(=C2C)C)N2CC=3C=C(C=NC3CC2)C=2C=NC(=CC2)C)C1=O